C(C)(C)(C)OC(=O)N1C[C@@H](N(CC1)C=1C2=C(N=CN1)N(C=C2N2[C@@H](COCC2)C)C2=NC=CC(=C2)C#N)C (S)-4-(7-(4-cyanopyridin-2-yl)-5-((R)-3-methylmorpholino)-7H-pyrrolo[2,3-d]pyrimidin-4-yl)-3-methylpiperazine-1-carboxylic acid tert-butyl ester